CC1=NC(=CC(=N1)N1CCN(CC1)C(=O)C1=NN(C(C2=CC=CC=C12)=O)CC(C)C)C 4-[[4-(2,6-dimethyl-4-pyrimidinyl)-1-piperazinyl]carbonyl]-2-(2-methylpropyl)-1(2H)-phthalazinone